COC(=O)C=1C=C(C=2N(C1)N=C(C2C)C=2N(C1=C(C=CC=C1C2)C2CNC2)CC2CC2)OC 2-(7-(azetidin-3-yl)-1-(cyclopropylmethyl)-1H-indol-2-yl)-4-methoxy-3-methylpyrazolo[1,5-a]pyridine-6-carboxylic acid methyl ester